(R)-2-((2,2-dimethyl-1,3-dioxolan-4-yl)methoxy)pyridin-4-amine CC1(OC[C@H](O1)COC1=NC=CC(=C1)N)C